C(C)C1(CCCC1)OCOC(=O)C1C2C=CC(C1)C2 5-(1-ethylcyclopentyloxymethyloxycarbonyl)-bicyclo[2.2.1]Hept-2-ene